1-(4-bromo-1'-methyl-1-phenyl-1h,1'h-[3,4'-bipyrazole]-5-yl)-3-((3s,4r)-4-(5-fluoropyridin-3-yl)-1-(2-methoxyethyl)pyrrolidin-3-yl)urea BrC=1C(=NN(C1NC(=O)N[C@@H]1CN(C[C@H]1C=1C=NC=C(C1)F)CCOC)C1=CC=CC=C1)C=1C=NN(C1)C